[Li+].C(\C=C/C(=O)[O-])(=O)[O-].[Li+] maleic acid lithium salt